octacosyne C#CCCCCCCCCCCCCCCCCCCCCCCCCCC